CC(=O)CC(=O)NC1=CC=CC=C1Br N-(2-bromophenyl)-3-oxobutanamide